FC(OC1=CC=C(C=C1)C1=CN=C2N1C=CN=C2NC2=CC=C(C=C2)N2CC(CC2=O)CCCCCNC(OC(C)(C)C)=O)F tert-butyl (5-(1-(4-((3-(4-(difluoromethoxy)phenyl)imidazo[1,2-a]pyrazin-8-yl)amino)phenyl)-5-oxopyrrolidin-3-yl)pentyl)carbamate